C(C)C(CC)N=C=NC(CCC)C N'-(1-ethylpropyl)-N-(1-methylbutyl)carbodiimide